5-(2-((cis-2,6-dimethylmorpholino)acetamido)-2-methylpyridin-3-yl)-6-(1-methyl-1H-pyrazol-4-yl)-[1,2,3]triazolo[1,5-a]pyridine-3-carboxamide C[C@@H]1O[C@@H](CN(C1)CC(=O)NC1(NC=CC=C1C1=CC=2N(C=C1C=1C=NN(C1)C)N=NC2C(=O)N)C)C